CC1(N(C(CC1)CCCNC1=NC(=CC=C1)S(N)(=O)=O)C(=O)OC(C)(C)C)C tert-Butyl 2,2-dimethyl-5-[3-[(6-sulfamoyl-2-pyridyl)amino]propyl]pyrrolidine-1-carboxylate